FC(C1=NC=C(C=N1)NC(=O)[C@@H]1CC12CCN(CC2)C(=O)OC(C(F)(F)F)C(F)(F)F)(F)F |o1:11| 1,1,1,3,3,3-hexafluoropropan-2-yl (R or S)-1-((2-(trifluoromethyl)pyrimidin-5-yl)carbamoyl)-6-azaspiro[2.5]octane-6-carboxylate